(S)-N-((S)-1-(5-(cinnolin-6-yl)-1H-imidazol-2-yl)-7-oxononyl)-6-methyl-6-azaspiro[2.5]octane-1-carboxamide N1=NC=CC2=CC(=CC=C12)C1=CN=C(N1)[C@H](CCCCCC(CC)=O)NC(=O)[C@H]1CC12CCN(CC2)C